(S)-N-(2,2-difluoro-1-(5-fluoro-6-(5-fluoro-2-(trifluoromethyl)pyridin-3-yl)-1-neopentyl-1H-pyrrolo[2,3-b]pyridin-3-yl)ethyl)cyclopropanesulfonamide FC([C@H](C1=CN(C2=NC(=C(C=C21)F)C=2C(=NC=C(C2)F)C(F)(F)F)CC(C)(C)C)NS(=O)(=O)C2CC2)F